2-(tert-butyl)-1-methyl-1H-pyrrolo[2,3-c]pyridine-3-carbaldehyde C(C)(C)(C)C1=C(C=2C(=CN=CC2)N1C)C=O